N1(CCNCCC1)C=1C=C2C(=CC=NC2=CC1)N[C@H](C)C1=C(C(=CC=C1)C(F)(F)F)C (R)-6-(1,4-diazepan-1-yl)-N-(1-(2-methyl-3-(trifluoromethyl)phenyl)ethyl)quinolin-4-amine